C=1N=CN2C1C1=CC=CC=C1[C@@H]2[C@H]2[C@@H](C=1C=NC=NC1CC2)O (5S,6S)-6-((S)-5H-imidazo[5,1-a]isoindol-5-yl)-5,6,7,8-tetrahydroquinazolin-5-ol